methyl-2-methoxyphenoxytetrahydro-2H-pyran-3,4,5-triyltriacetate COC(CC1COCC(C1CC(=O)[O-])C(C(=O)[O-])OC1=C(C=CC=C1)OC)=O